1-[1-cyclopropyl-6-(trifluoromethyl)indol-3-yl]-2,2,2-trifluoro-ethanone C1(CC1)N1C=C(C2=CC=C(C=C12)C(F)(F)F)C(C(F)(F)F)=O